N,N,N-trimethyl-6-oxohexane-1-aminium iodide [I-].C[N+](CCCCCC=O)(C)C